N1N=NN=C1C1=C(C=CC=C1)C1=NC(=CC(=C1)NC1=C(C=C(C(=O)O)C=C1)F)N(CC(C)C)CC1=CC=CC=C1 4-((2-(2-(1H-tetrazol-5-yl)phenyl)-6-(benzyl(isobutyl)amino)pyridin-4-yl)amino)-3-fluorobenzoic acid